((4-(1-(4-(azetidin-1-ylmethyl)-2-chlorophenyl)-1H-imidazol-4-yl)-5-(trifluoromethyl)pyrimidin-2-yl)amino)-N-cyclopropylpiperidine-1-sulfonamide N1(CCC1)CC1=CC(=C(C=C1)N1C=NC(=C1)C1=NC(=NC=C1C(F)(F)F)NC1N(CCCC1)S(=O)(=O)NC1CC1)Cl